butylene 2,5-furandicarboxylate O1C2=CC=C1C(=O)OCCCCOC2=O